ClC=1C(=C(NC2=NC=NC3=CC(=C(C=C23)[N+](=O)[O-])C#CC23CN(CC3C2)C(=O)OC(C)(C)C)C=CC1)F tert-butyl 1-[2-[4-(3-chloro-2-fluoro-anilino)-6-nitro-quinazolin-7-yl]ethynyl]-3-azabicyclo[3.1.0]hexane-3-carboxylate